N-(4-(5-(difluoromethyl)-1,3,4-oxadiazol-2-yl)-2-fluorobenzyl)-N-(2,4-difluorophenyl)-6-methyl-2,6-diazaspiro[3.3]heptane-2-thioamide FC(C1=NN=C(O1)C1=CC(=C(CN(C(=S)N2CC3(C2)CN(C3)C)C3=C(C=C(C=C3)F)F)C=C1)F)F